FC1=CC=2N(C(=CC2S1)C(=O)O)COCC[Si](C)(C)C 2-fluoro-4-((2-(trimethylsilyl)ethoxy)methyl)-4H-thieno[3,2-b]pyrrole-5-carboxylic acid